C(C1=CC=CC=C1)OC=1C(=NN(C1Br)CCC1=CC(=CC=C1)F)C 4-(benzyloxy)-5-bromo-1-(3-fluorophenylethyl)-3-methyl-1H-pyrazole